O1C(COC2=NC=CC=C21)COC2=NC(N1C(C3=CC=C(C=C3CC1)C#CC(CC)(O)CC)=C2)=O 2-(2,3-Dihydro-[1,4]dioxino[2,3-b]pyridin-2-ylmethoxy)-9-(3-ethyl-3-hydroxy-pent-1-ynyl)-6,7-dihydro-pyrimido[6,1-a]isoquinolin-4-one